(R)-(4-(4-(difluoromethoxy)pyrazolo[1,5-a]pyridin-2-yl)-6,7-dihydro-1H-imidazo[4,5-c]pyridin-5(4H)-yl)(5-(1-(difluoromethyl)-1H-pyrazol-4-yl)-1,3,4-oxadiazol-2-yl)methanone FC(OC=1C=2N(C=CC1)N=C(C2)[C@@H]2N(CCC1=C2N=CN1)C(=O)C=1OC(=NN1)C=1C=NN(C1)C(F)F)F